(s)-butan-2-ol C[C@@H](CC)O